FC1=C(C(=C(C=C1OC)OC)F)N1C(N(C2=C(C1)C=NC(=C2)C=2C(=NN(C2)CC=2C=NC=CC2)C)CC)=O 3-(2,6-difluoro-3,5-dimethoxyphenyl)-1-ethyl-7-(3-methyl-1-(pyridin-3-ylmethyl)-1H-pyrazol-4-yl)-3,4-dihydropyrido[4,3-d]pyrimidin-2(1H)-one